ClC=1C=C(C=CC1F)C(O)C=1N(C(=CN1)C)COCC[Si](C)(C)C (3-chloro-4-fluorophenyl)(5-methyl-1-((2-(trimethylsilyl)ethoxy)methyl)-1H-imidazol-2-yl)methanol